ClC1=CC(=C(C=C1)CN)F (4-chloro-2-fluoro-phenyl)methylamine